N-[2,4-difluoro-3-[1-(1-[[2-(trimethylsilyl)ethoxy]methyl]-4,5,6,7-tetrahydro-1,3-benzodiazol-2-yl)imidazo[1,5-a]pyridin-6-yl]phenyl]-5-chloro-2-methylpyridine-3-sulfonamide FC1=C(C=CC(=C1C=1C=CC=2N(C1)C=NC2C2=NC1=C(N2COCC[Si](C)(C)C)CCCC1)F)NS(=O)(=O)C=1C(=NC=C(C1)Cl)C